ClC1=C(C=C(C=C1)C1=CC(=NC=C1)N1[C@H](CCC1)CO)CC(C(=O)NC1=CC=C(C=C1)C=1N(C=NC1)C)NC(=O)C=1N(N=CC1)C N-[1-[[2-chloro-5-[2-[(2R)-2-(hydroxymethyl)pyrrolidin-1-yl]-4-pyridyl]phenyl]methyl]-2-[4-(3-methylimidazol-4-yl)anilino]-2-oxo-ethyl]-2-methyl-pyrazole-3-carboxamide